The molecule is an optically active form of 2-hydroxyoctadecanoic acid having (S)-configuration. It is a 2-hydroxyoctadecanoic acid and a (2S)-2-hydroxy monocarboxylic acid. It is a conjugate acid of a (S)-2-hydroxyoctadecanoate. CCCCCCCCCCCCCCCC[C@@H](C(=O)O)O